[SiH2]1C=CC=2C1=CN=CC2 silolo[2,3-c]pyridine